FC1=C(C=CC=C1)C(CC)C1=C(N)C=CC=C1 2-(1-(2-fluorophenyl)propyl)aniline